N-[(1S)-2-[[5-(3,5-dimethyl-1H-pyrazol-4-yl)-6-fluoro-2-pyridyl]amino]-1-(4-methylcyclohexyl)-2-oxo-ethyl]-3-isopropyl-isoxazole-4-carboxamide CC1=NNC(=C1C=1C=CC(=NC1F)NC([C@H](C1CCC(CC1)C)NC(=O)C=1C(=NOC1)C(C)C)=O)C